diethyl-aminosulfur trifluoride C(C)S(N)(CC)(F)(F)F